3-acetyl-2-methyl-7-(3-phenylureido)-1H-indole-5-carboxylic acid methyl ester COC(=O)C=1C=C2C(=C(NC2=C(C1)NC(=O)NC1=CC=CC=C1)C)C(C)=O